C(C)[C@H]1N(C[C@@H](N(C1)C1=CC(N(C=2N1N=C(C2)CC#N)C)=O)C)C(C)C2=C(C=C(C=C2)F)C(F)(F)F 2-(7-((2S,5R)-5-ethyl-4-(1-(4-fluoro-2-(trifluoromethyl)phenyl)ethyl)-2-methylpiperazin-1-yl)-4-methyl-5-oxo-4,5-dihydropyrazolo[1,5-a]pyrimidin-2-yl)acetonitrile